(3-methyl-2-(tetrahydro-2H-pyran-4-yl)-1H-indol-5-yl)methylamine CC1=C(NC2=CC=C(C=C12)CN)C1CCOCC1